N-((S)-3-(3,4-Dihydroisoquinolin-2(1H)-yl)-2-hydroxypropyl)-6-(4-fluorophenyl)-5,6,7,8-tetrahydroimidazo[1,2-a]pyridine-2-carboxamide C1N(CCC2=CC=CC=C12)C[C@H](CNC(=O)C=1N=C2N(CC(CC2)C2=CC=C(C=C2)F)C1)O